indium-tin-gold [Au].[Sn].[In]